C/C(=C/CCC(C=C)=C)/CCC=C(C)C (Z)-7,11-dimethyl-3-methylene-1,6,10-dodecatriene